NC1=C(OC2=C1C=CC=C2)C(C(F)(F)F)(C)O 2-(3-Aminobenzofuran-2-yl)-1,1,1-trifluoropropan-2-ol